FC=1C=C(CNC=2C=CC(=C(C(=O)NC)C2)N2CCOCC2)C=CC1OC 5-((3-fluoro-4-methoxybenzyl)amino)-N-methyl-2-morpholinobenzamide